(S)-1,3-diphenylbenzo[e][1,2]thiazine 1-oxide C1(=CC=CC=C1)S1(NC(=CC2=C1C=CC=C2)C2=CC=CC=C2)=O